4-hydroxy-4-methylpentan-2-yl hydrogen ((S)-3-hydroxy-2-(5-(4-methoxy-3-propoxyphenyl)pyridin-3-yl)propyl)boronate OC[C@@H](CB(OC(C)CC(C)(C)O)O)C=1C=NC=C(C1)C1=CC(=C(C=C1)OC)OCCC